2-(4-phenoxyphenyl)-8-(1-propynylpiperidin-4-yl)-5,6,7,8-tetrahydroimidazo[1,2-b]pyridazine-3-carboxamide O(C1=CC=CC=C1)C1=CC=C(C=C1)C=1N=C2N(NCCC2C2CCN(CC2)C#CC)C1C(=O)N